ethylhexyl stearate (ethylhexyl stearate) C(C)C(C(=O)O)(CCCCCCCCCCCCCCCC)CCCCCC.C(CCCCCCCCCCCCCCCCC)(=O)OC(CCCCC)CC